ClC=1C=NC(=C2C(C=C(N(C12)C1=C(C=C(C=C1Cl)OCCO)Cl)C)=O)OCCC(=O)NC 3-((8-Chloro-1-(2,6-dichloro-4-(2-hydroxyethoxy)phenyl)-2-methyl-4-oxo-1,4-dihydro-1,6-naphthyridin-5-yl)oxy)-N-methylpropanamide